[Cu]=S.[Cr] chromium-copper sulfide